bis[4-(3-aminophenoxy)phenyl]benzophenone NC=1C=C(OC2=CC=C(C=C2)C=2C(=C(C(=O)C3=CC=CC=C3)C=CC2)C2=CC=C(C=C2)OC2=CC(=CC=C2)N)C=CC1